2-[1-(3,4-difluorophenyl)pyrazol-4-yl]propanoic acid FC=1C=C(C=CC1F)N1N=CC(=C1)C(C(=O)O)C